2-chloro-1-(4-(4-fluoro-2-methoxybenzyl)-8,8-dimethyl-7,8-dihydro-6H-pyrrolo[2,3-e][1,2,4]triazolo[1,5-a]pyridin-6-yl)ethan-1-one ClCC(=O)N1CC(C2=C1C=C(C=1N2N=CN1)CC1=C(C=C(C=C1)F)OC)(C)C